(4-((6-amino-2-ethoxy-8-hydroxy-9H-purin-9-yl)methyl)-3-methoxybenzyl)-L-serine NC1=C2N=C(N(C2=NC(=N1)OCC)CC1=C(C=C(CN[C@@H](CO)C(=O)O)C=C1)OC)O